3-(naphthalen-2-yl)-N-(2,4,4-trimethylpentan-2-yl)-5-amino-1,2,4-oxadiazol-5-amine C1=C(C=CC2=CC=CC=C12)C=1NOC(N1)(NC(C)(CC(C)(C)C)C)N